2-cyano-4-methylpentane C(#N)C(C)CC(C)C